(2S)-N-[(2S,3S)-1-(azetidine-1-carbonyl)-2-{[2-(3-fluorophenyl)-1,3-thiazol-4-yl]methyl}pyrrolidin-3-yl]oxolane-2-carboxamide N1(CCC1)C(=O)N1[C@H]([C@H](CC1)NC(=O)[C@H]1OCCC1)CC=1N=C(SC1)C1=CC(=CC=C1)F